CC1=C(C(=O)Cl)C=CC=C1C(F)(F)F 2-methyl-3-(trifluoromethyl)benzoyl chloride